ClCCC(=C(C1=CC=CC=C1)C1=CC=C(OCCN2CCC(CC2)CN[C@H]2CN(CCC2)C=2C=C3C(N(C(C3=CC2)=O)C2C(NC(CC2)=O)=O)=O)C=C1)C1=CC=CC=C1 5-((R)-3-(((1-(2-(4-(4-chloro-1,2-diphenylbut-1-en-1-yl)phenoxy)ethyl)piperidin-4-yl)methyl)amino)piperidin-1-yl)-2-(2,6-dioxopiperidin-3-yl)isoindoline-1,3-dione